piperidine-1-carboxylic acid tert-butyl ester (tert-butyl-4-(5-(2-fluoropyridin-3-yl)-1H-pyrrolo[2,3-b]pyridine-3-carboxamido)-piperidine-1-carboxylate) C(C)(C)(C)C1N(CCC(C1)NC(=O)C1=CNC2=NC=C(C=C21)C=2C(=NC=CC2)F)C(=O)O.C(C)(C)(C)OC(=O)N2CCCCC2